FC1=NN(C2=NC(=CC=C21)N)CCC 3-fluoro-1-propyl-1H-pyrazolo[3,4-b]pyridin-6-amine